5,6-dimethoxybenzo[d]oxazole-2-thiol COC=1C(=CC2=C(N=C(O2)S)C1)OC